[(3S)-3-Amino-5-methylhexyl](2-methylpropyl)amine dihydrochloride Cl.Cl.N[C@H](CCNCC(C)C)CC(C)C